CC=1C=NN(C1)C1=NC=CC2=CC=CC=C12 (4-methylpyrazol-1-yl)isoquinolin